(3S,8aR)-3-(5-(6-amino-2-fluoropyridin-3-yl)-1H-imidazol-2-yl)-7-(3-chloro-2-fluoro-6-(1H-tetrazol-1-yl)phenyl)-2,3,8,8a-tetrahydroindolizin NC1=CC=C(C(=N1)F)C1=CN=C(N1)[C@@H]1CC[C@@H]2CC(=CCN12)C1=C(C(=CC=C1N1N=NN=C1)Cl)F